methyl N-[4-methyl-5-({4-[(2S)-2-({8-[methyl(2,2,2-trifluoroethyl)carbamoyl]quinazolin-4-yl}amino)propyl]piperazin-1-yl}sulfonyl)-1,3-thiazol-2-yl]carbamate CC=1N=C(SC1S(=O)(=O)N1CCN(CC1)C[C@H](C)NC1=NC=NC2=C(C=CC=C12)C(N(CC(F)(F)F)C)=O)NC(OC)=O